C(C)(C)(C)OC(NC1CCN(CC1)C1=NC(=CC=C1)NC1=CC=CC=C1)=O (1-(6-(phenylamino)pyridinyl)piperidin-4-yl)carbamic acid tert-butyl ester